BrC=1C(=NC(=NC1)Cl)NC1=C(C=C(C=C1)O)N(S(=O)(=O)C)C1CC1 N-(2-((5-bromo-2-chloropyrimidin-4-yl)amino)-5-hydroxyphenyl)-N-cyclopropylmethanesulfonamide